2'-[6-amino-5-(trifluoromethyl)pyridin-3-yl]-N-[(1-methylpiperidin-4-yl)methyl]-5',6'-dihydrospiro[pyrrolidine-3,4'-pyrrolo[1,2-b]pyrazole]-1-carboxamide NC1=C(C=C(C=N1)C=1C=C2N(N1)CCC21CN(CC1)C(=O)NCC1CCN(CC1)C)C(F)(F)F